2,4,6-tripropyl-1,3,5,2,4,6-trioxatriphosphine C(CC)P1OP(OP(O1)CCC)CCC